5-fluorobenzothiophene-4-carbonitrile FC1=CC=C2C(C=CS2)=C1C#N